C(C)N1N=C(C=C1C)C(=O)NC1=CC(=CC(=C1)S(=O)(=O)C)F 1-ethyl-N-(3-fluoro-5-(methylsulfonyl)phenyl)-5-methyl-1H-pyrazole-3-carboxamide